CN1NC=CC=C1 methyldihydropyridazine